2-(3-fluoro-4-hydroxyphenyl)-7-(piperazin-1-yl)-4H-pyrido[1,2-a]pyrimidin-4-one FC=1C=C(C=CC1O)C=1N=C2N(C(C1)=O)C=C(C=C2)N2CCNCC2